C[N+]1=CC(=CC=C1)CCCC 1-methyl-3-butylpyridinium